tert-Butyl (cis-3-((4-methoxy-5-(quinoxalin-6-yl)pyrrolo[2,1-f][1,2,4]triazin-2-yl)amino)-1-methylcyclobutyl)carbamate COC1=NC(=NN2C1=C(C=C2)C=2C=C1N=CC=NC1=CC2)NC2CC(C2)(C)NC(OC(C)(C)C)=O